1-((R)-3-((R)-2,2,2-trifluoro-1-((4-(4-morpholino-7H-pyrrolo[2,3-d]pyrimidin-6-yl)phenyl)amino)ethyl)piperidin-1-yl)prop-2-en-1-one FC([C@H](NC1=CC=C(C=C1)C1=CC2=C(N=CN=C2N2CCOCC2)N1)[C@H]1CN(CCC1)C(C=C)=O)(F)F